(2R,3S,4S,SR)-4-[[3-[2-(difluoromethoxy)-3,4-difluoro-phenyl]-4,5-dimethyl-5-(trifluoromethyl)tetrahydrofuran-2-carbonyl]amino]pyridine-2-carboxamide FC(OC1=C(C=CC(=C1F)F)[C@H]1[C@@H](O[C@@]([C@H]1C)(C(F)(F)F)C)C(=O)NC1=CC(=NC=C1)C(=O)N)F |&1:14|